tert-butyl (2R)-2-[6-(2-hydroxy-4,6-dimethyl-phenyl)pyrido[2,3-b]pyrazin-3-yl]morpholine-4-carboxylate OC1=C(C(=CC(=C1)C)C)C=1C=CC=2C(=NC(=CN2)[C@H]2CN(CCO2)C(=O)OC(C)(C)C)N1